C12(CC3CC(CC(C1)C3)C2)N2CC3=C(N=NC(=C3C=C2)C)N2N=CN=C2 6-(adamant-1-yl)-1-methyl-4-(1H-1,2,4-triazol-1-yl)pyrido[3,4-d]pyridazine